N[C@H]1CN(CCC1)C(=O)C1=CC2=C(N(C(=N2)C=2N(C3=CC=CC=C3C2)CC)CCCN)C=C1 (R)-(3-Aminopiperidin-1-yl)(1-(3-aminopropyl)-2-(1-ethyl-1H-indol-2-yl)-1H-benzo[d]imidazol-5-yl)methanone